CC=1C=CC(=C(CC2=C(C#N)C=CC=C2)C1)OCC(C)N1CCOCC1 2-(5-methyl-2-(2-morpholinopropoxy)benzyl)benzonitrile